FC1=CC=C(C(=C1[C@H]([C@@H](C=1OC(NN1)=O)NS(=O)(=O)C=1C=CC=C2C(CCOC12)(C([2H])([2H])[2H])O)C)C)C N-((1S,2R)-2-(6-fluoro-2,3-dimethylphenyl)-1-(5-oxo-4,5-dihydro-1,3,4-oxadiazol-2-yl)propyl)-4-hydroxy-4-methyl-d3-chroman-8-sulfonamide